C(CCCCCCCCCCCCCCC)N(O)CCCCCCCCCCCCCCCC N,N-di-hexadecyl-hydroxylamine